(R)-2-((7,8-Dichloro-5-(2-hydroxy-2-methylpropyl)-2-oxo-1,2,3,4,5,6-hexahydroazepino[4,5-b]indol-10-yl)oxy)acetonitrile ClC1=C(C=C(C=2C3=C(NC12)[C@@H](CNC(C3)=O)CC(C)(C)O)OCC#N)Cl